N(=[N+]=[N-])C1CCC2=CC(=CC=C12)OC 1-azido-5-methoxy-2,3-dihydro-1H-indene